ClC1=C(C(=NC=C1)N(C(OCCCC)=O)C1=CC=C(C=C1)Cl)C#N butyl N-(4-chloro-3-cyano-2-pyridyl)-N-(4-chlorophenyl)carbamate